N-[(2,6-difluoro-3-methoxyphenyl)methyl]-1-({4-[(4-ethoxy-2-oxopyridin-1-yl)methyl]phenyl}methyl)-3-(methoxymethyl)pyrazole-4-carboxamide FC1=C(C(=CC=C1OC)F)CNC(=O)C=1C(=NN(C1)CC1=CC=C(C=C1)CN1C(C=C(C=C1)OCC)=O)COC